C1(CCCC1)OC1=CC2=C(CN(CCC2)C2=CC(=C(C(=C2)C)NC(CC(C)(C)C)=O)C)C=C1 N-(4-(7-(cyclopentyloxy)-1,3,4,5-tetrahydro-2H-benzo[c]azepin-2-yl)-2,6-dimethylphenyl)-3,3-dimethylbutanamide